IC(C(C)I)I diiodo-2-iodopropane